SC(C(=O)O)CC(=O)O L-2-mercaptosuccinic acid